1-(2,6-diiodo-4-methylphenoxy)propan-2-one IC1=C(OCC(C)=O)C(=CC(=C1)C)I